(2-chloro-4-formylphenyl)boronic acid ClC1=C(C=CC(=C1)C=O)B(O)O